4-[[3-fluoro-2-methoxy-propyl]-[4-(5,6,7,8-tetrahydro-1,8-naphthyridin-2-yl)butyl]amino]-2-[[2-(6-methoxy-2-pyridyl)propanoyl]amino]butanoic acid FCC(CN(CCC(C(=O)O)NC(C(C)C1=NC(=CC=C1)OC)=O)CCCCC1=NC=2NCCCC2C=C1)OC